S1(C(=CC=C1)C=1S(C=CC1)=O)=O bithiophenedione